CC1=C(C=C(C=C1)C1=NN=C(N1)C1=CC=CC=C1)S(=O)(=O)N1CCCC1 1-((2-Methyl-5-(5-phenyl-4H-1,2,4-triazol-3-yl)phenyl)sulfonyl)pyrrolidin